C(C)(=O)N1C[C@H](CC1)NC1=CC(=NC=N1)NC1=CC(=C2C(=[N+]1[O-])C1(NC2=O)CCCCC1)C (S)-2'-((6-((1-acetylpyrrolidin-3-yl)amino)pyrimidin-4-yl)amino)-4'-methyl-5'-oxo-5',6'-dihydrospiro[cyclohexane-1,7'-pyrrolo[3,4-b]pyridine] 1'-oxide